COC1=CC=C(C=C1)N1N=NC(=C1)CN1C2(C3=CC=CC=C3C(C1)O)CCCCC2 2'-((1-(4-methoxyphenyl)-1H-1,2,3-triazol-4-yl)methyl)-3',4'-dihydro-2'H-spiro[cyclohexane-1,1'-isoquinolin]-4'-ol